N-[5-Bromo-2-[4-(trifluoromethoxy)phenyl]-1,2,4-triazol-3-yl]-1,1-difluoro-methanesulfonamide BrC=1N=C(N(N1)C1=CC=C(C=C1)OC(F)(F)F)NS(=O)(=O)C(F)F